C(C)OP(OCC)(=O)CN(CCO)CCO diethyl-N,N-bis(2-hydroxyethyl)aminomethylphosphonate